N-propyl-N'-octylurea C(CC)NC(=O)NCCCCCCCC